ClC1=NC(=C2N=CNC2=N1)N/N=C/C1=CC(=CC=C1)C (E)-2-chloro-6-(2-(3-methylbenzylidene)hydrazinyl)-9H-purine